C(C)(C)(C)OC(=O)N1CC2C(C(C1)C2)C(=O)O 3-(tert-Butoxycarbonyl)-3-azabicyclo[3.1.1]heptane-6-carboxylic acid